ClC1=NC=C(C=N1)C(C)NC[C@@H](C)N1N=C2C(CN([C@@H](C2)C)C(C2=CC(=C(C=C2)Cl)Cl)=O)=C1C(=O)OCC ethyl (6R)-2-((2R)-1-((1-(2-chloropyrimidin-5-yl) ethyl) amino) propan-2-yl)-5-(3,4-dichlorobenzoyl)-6-methyl-4,5,6,7-tetrahydro-2H-pyrazolo[4,3-c]pyridine-3-carboxylate